sodium (1'R,2'R)-6-hydroxy-5'-methyl-4-pentyl-2'-(prop-1-en-2-yl)-1',2',3',4'-tetrahydro-[1,1'-biphenyl]-2-yl sulfate S(=O)(=O)(OC1=C(C(=CC(=C1)CCCCC)O)[C@H]1[C@@H](CCC(=C1)C)C(=C)C)[O-].[Na+]